METHYL-2-(2-PROPANYL)CYCLOHEXANONE CC1(C(CCCC1)=O)C(C)C